C[C@@H]1CC2=C(NC3=CC(=CC=C23)C)[C@H](N1CC(F)(F)F)C1=C(C=C(C=C1F)N[C@@H]1CN(CC1)CCCF)F (S)-N-(4-((1R,3R)-3,7-dimethyl-2-(2,2,2-trifluoroethyl)-2,3,4,9-tetrahydro-1H-pyrido[3,4-b]indol-1-yl)-3,5-difluorophenyl)-1-(3-fluoropropyl)pyrrolidin-3-amine